ethyl (S)-4-(4-(3-bromo-2-methylphenoxy)phenyl)-5,5,5-trifluoropentanoate BrC=1C(=C(OC2=CC=C(C=C2)[C@H](CCC(=O)OCC)C(F)(F)F)C=CC1)C